C(C)(C)(C)OC([C@H](CC1=CC=C(C=C1)N1C(CN(CC1)C1COCC1)=O)N)=O (S)-2-amino-3-(4-(4-(tetrahydrofuran-3-yl)-2-oxopiperazin-1-yl)phenyl)propanoic acid tert-butyl ester